glyceraldehyde methacrylate C(C(=C)C)(=O)O.O=CC(O)CO